FC=1C=CC(=C(C1)CO)C=1C=NC=2N(C1)C=C(N2)COC2=NC=CC=C2 [5-Fluoro-2-[2-(2-pyridyloxymethyl)imidazo[1,2-a]pyrimidin-6-yl]phenyl]methanol